perfluorophenyl (1,1,1-trifluoro-3-((4-methoxybenzyl)oxy)propan-2-yl) carbonate C(OC1=C(C(=C(C(=C1F)F)F)F)F)(OC(C(F)(F)F)COCC1=CC=C(C=C1)OC)=O